2-(2,6-dicarbonylpiperidin-3-yl)-5-fluoroisoindoline-1,3-dione C(=O)=C1NC(CCC1N1C(C2=CC=C(C=C2C1=O)F)=O)=C=O